3-(oxetan-2-ylmethyl)-3H-thieno[2,3-d]imidazole-5-carboxylic acid O1C(CC1)CN1C=NC2=C1SC(=C2)C(=O)O